4-(4-acryloyl-2-methylpiperazin-1-yl)-7-(2-fluoro-3-methylphenyl)-1-(2-isopropyl-4-methylpyridin-3-yl)-2-oxo-1,2-dihydropyrido[2,3-d]pyrimidine-6-carbonitrile C(C=C)(=O)N1CC(N(CC1)C=1C2=C(N(C(N1)=O)C=1C(=NC=CC1C)C(C)C)N=C(C(=C2)C#N)C2=C(C(=CC=C2)C)F)C